ClC=1C(=CC(=NC1)N)OC1CN(CC1)C 5-chloro-4-((1-methylpyrrolidin-3-yl)oxy)pyridin-2-amine